indolepyruvic acid C1=CC=C2C(=C1)C(=CN2)CC(=O)C(=O)O